1-(thienyl)-3-methyl-4,4'-bipyridyl-1-ium S1C(=CC=C1)[N+]1=CC(=C(C=C1)C1=CC=NC=C1)C